5-(4-((4-(((R)-3-((5-chloro-4-(1H-indol-3-yl)pyrimidin-2-yl)amino)pyrrolidin-1-yl)methyl)piperidin-1-yl)methyl)piperidin-1-yl)-2-(2,6-dioxopiperidin-3-yl)isoindoline ClC=1C(=NC(=NC1)N[C@H]1CN(CC1)CC1CCN(CC1)CC1CCN(CC1)C=1C=C2CN(CC2=CC1)C1C(NC(CC1)=O)=O)C1=CNC2=CC=CC=C12